2-BENZYLOXY-5-CHLOROPYRIDINE-3-BORONIC ACID C(C1=CC=CC=C1)OC1=NC=C(C=C1B(O)O)Cl